FC(C(=O)O)(F)F.NCC1CN(C1)C(C)=O 1-(3-(Aminomethyl)azetidin-1-yl)ethan-1-one trifluoroacetate